C(C)C1=C(C=CC=C1)C1=NC=CN=C1 (2-ethylphenyl)pyrazin